Cl.OC=1C=C(C=CC1C=1SC=2N=C(SC2N1)OC1CC(NC(C1)(C)C)(C)C)C1=CC(N(C=C1)C)=O 4-(3-Hydroxy-4-{5-[(2,2,6,6-tetramethylpiperidin-4-yl)oxy][1,3]thiazolo[5,4-d][1,3]thiazol-2-yl}phenyl)-1-methylpyridin-2(1H)-on Hydrochlorid